C1(=CC=C(C=C1)CP(O)(=O)C1=CC=CC=C1)CP(O)(=O)C1=CC=CC=C1 (1,4-phenylenedimethylene)bis(phenylphosphinic acid)